tert-butyl 4-(2-(4-(9-benzyl-6-(1-methylcyclopropoxy)-9H-purin-8-yl)-3-cyanophenoxy)ethyl)piperazine-1-carboxylate C(C1=CC=CC=C1)N1C2=NC=NC(=C2N=C1C1=C(C=C(OCCN2CCN(CC2)C(=O)OC(C)(C)C)C=C1)C#N)OC1(CC1)C